N-[7-benzyloxy-5-fluoro-6-(1,1,4-trioxo-1,2,5-thiadiazolidin-2-yl)-2-naphthyl]-2-[4-[1-(2,6-dioxo-3-piperidyl)-3-methyl-2-oxo-benzimidazol-5-yl]-3-fluoro-1-piperidyl]acetamide C(C1=CC=CC=C1)OC1=C(C(=C2C=CC(=CC2=C1)NC(CN1CC(C(CC1)C1=CC2=C(N(C(N2C)=O)C2C(NC(CC2)=O)=O)C=C1)F)=O)F)N1S(NC(C1)=O)(=O)=O